(S)-1-(3-((4-((2-fluoro-4-((1-(2-methoxypyrimidin-5-yl)-1H-pyrazol-3-yl)oxy)phenyl)amino)-7-methoxyquinazolin-6-yl)oxy)pyrrolidin-1-yl)prop-2-en-1-one FC1=C(C=CC(=C1)OC1=NN(C=C1)C=1C=NC(=NC1)OC)NC1=NC=NC2=CC(=C(C=C12)O[C@@H]1CN(CC1)C(C=C)=O)OC